CC=1C=C(OC2=CC=C(C=C2)N2N=C3C(NCC[C@@H]3N3CCN(CC3)C(C=C)=O)=C2C(=O)N)C=CC1 (7S)-2-[4-(3-methylphenoxy)phenyl]-7-[4-(prop-2-enoyl)piperazin-1-yl]-4,5,6,7-tetrahydro-2H-pyrazolo[4,3-b]pyridine-3-carboxamide